C1(=CC=C(C=C1)N(C1=CC=C(C=CC2=CC=C(C=C2)C2=CC=C(C=C2)C=CC2=CC=C(C=C2)N(C2=CC=C(C=C2)C)C2=CC=C(C=C2)C)C=C1)C1=CC=C(C=C1)C)C bis[4-(di-p-tolylamino)styryl]biphenyl